4-((1R,5S)-3,8-diazabicyclo[3.2.1]octan-3-yl)-8-fluoro-2-(((2R,7aS)-2-fluorotetrahydro-1H-pyrrolizin-7a(5H)-yl)methoxy)-7-(naphtho[2,1-b]furan-9-yl)pyrido[4,3-d]pyrimidine [C@H]12CN(C[C@H](CC1)N2)C=2C1=C(N=C(N2)OC[C@]23CCCN3C[C@@H](C2)F)C(=C(N=C1)C=1C=CC=C2C=CC=3OC=CC3C12)F